6-(Cyclopropanecarboxamido)-4-((1-ethyl-7-methoxy-1H-pyrazolo[4,3-c]pyridin-6-yl)amino)-N-(methyl-d3)nicotinamide C1(CC1)C(=O)NC1=NC=C(C(=O)NC([2H])([2H])[2H])C(=C1)NC1=C(C2=C(C=N1)C=NN2CC)OC